2-Amino-2-[2-(4-octylphenyl)ethyl]propane-1,3-diol hydrochloride Cl.NC(CO)(CO)CCC1=CC=C(C=C1)CCCCCCCC